(R)-N-(1-(6-oxo-5-(trifluoromethyl)-1,6-dihydropyridin-3-yl)propoxy)4-(5-(trifluoromethyl)pyrimidin-2-yl)piperazine-1-carboxamide O=C1C(=CC(=CN1)[C@@H](CC)ONC(=O)N1CCN(CC1)C1=NC=C(C=N1)C(F)(F)F)C(F)(F)F